(1H-pyrazol-4-ylmethyl)pyrazolo[4,3-b]pyridin N1N=CC(=C1)CC1=NNC=2C1=NC=CC2